COC1=C(C=C2NC(C=3N(C2=C1)N=CC3)=O)CN3CCC(=CC3)C=3C=NC(=CC3)C(=O)NC 1'-((8-methoxy-4-oxo-4,5-dihydropyrazolo[1,5-a]quinoxalin-7-yl)methyl)-N-methyl-1',2',3',6'-tetrahydro-[3,4'-bipyridine]-6-carboxamide